(3aS,7aR)-3-(7,8-dihydrofuro[3,2-e][1,3]benzothiazol-2-yl)-5-methyl-octahydro-2H-imidazo[4,5-c]pyridin-2-one N1=C(SC2=C1C1=C(C=C2)OCC1)N1C(N[C@H]2[C@@H]1CN(CC2)C)=O